4-[5-(5-fluoro-2-methoxypyridin-4-yl)-1-{[2-(trimethylsilyl)ethoxy]methyl}pyrazole-3-carbonyl]-4-azaspiro[2.5]octane-7-carboxylic acid FC=1C(=CC(=NC1)OC)C1=CC(=NN1COCC[Si](C)(C)C)C(=O)N1C2(CC2)CC(CC1)C(=O)O